C1(=CC=CC=C1)C1=C(C=C(C=C1)C1=CC=CC=C1)C1=CC=C(C=C1)C1=CC=C(C=C1)N(C1=CC=CC=C1)C1=CC=C(C=C1)C=1C2=CC=CC=C2C=2C=CC=CC2C1 (2'',5''-diphenyl-[1,1':4',1'']terphenyl-4-yl)-(4-phenanthrene-9-yl-phenyl)-phenylamine